NC1SS(C=N1)=S 3-amino-1,2,4-dithiazole-thione